NC1=C(C=CC(=N1)C(=O)OC)Br methyl 6-amino-5-bromopicolinate